(((5-methylisoxazol-3-yl)amino)thio)aniline CC1=CC(=NO1)NSNC1=CC=CC=C1